C1(CC1)C[C@@H](C(N[C@@H](C[C@H]1C(NCC1)=O)C(COC(F)(F)F)=O)=O)NC(C(=O)NC1CC(C1)(F)F)=O N1-((S)-3-cyclopropyl-1-oxo-1-(((S)-3-oxo-1-((S)-2-oxopyrrolidin-3-yl)-4-(trifluoromethoxy)butan-2-yl)amino)propan-2-yl)-N2-(3,3-difluorocyclobutyl)oxalamide